FC1([C@H](C1)CN1C(N=C(C=C1)NC1=NC=C(C(=C1)NC1=C(C(=CC=C1)C1=NN(C=N1)C)OC)C(CC)=O)=O)F (R)-1-((2,2-difluorocyclopropyl)methyl)-4-((4-((2-methoxy-3-(1-methyl-1H-1,2,4-triazol-3-yl)phenyl)amino)-5-propionylpyridin-2-yl)amino)pyrimidin-2(1H)-one